ClC(=O)OC(C)Cl α-chloroethyl chloroformate